C1(=CC=C(C=C1)C1=CC=CC(=N1)C(=O)N)C 6-(p-tolyl)picolinamide